NC=1C=C2CN(CC2=CC1C)C(C(F)(F)F)=O 1-(5-amino-6-methylisoindolin-2-yl)-2,2,2-trifluoroethan-1-one